C([C@@]1(C)C(C)(C)[C@H](C(=O)O)CC1)(=O)O (trans,1R,3R)-camphoric acid